N1-(5-chloropyridin-2-yl)-N2-((1S,2R,4S)-4-[(dimethylamino)carbonyl]-2-{[(5-methyl-4,5,6,7-tetrahydrothiazolo[5,4-c]pyridin-2-yl)carbonyl]amino}cyclohexyl)ethanediamide hydrochloride Cl.ClC=1C=CC(=NC1)NC(C(=O)N[C@@H]1[C@@H](C[C@H](CC1)C(=O)N(C)C)NC(=O)C=1SC=2CN(CCC2N1)C)=O